C(CCC)N(C1=CC=C(C=C1)N=NC1=CC=C(C=C1)C1=CC=C(C=C1)N=NC1=CC=C(C=C1)N(CCCCC)CCCCC)CCCC N,N-dibutyl-4-((4'-((4-(dipentylamino)phenyl)diazenyl)-[1,1'-biphenyl]-4-yl)-diazenyl)aniline